C12CCCC(CCC1)C2N2CCC(CC2)N2C(\C(\C1=CC=CC=C21)=N/O)=O (Z)-1-(1-((1R,5S)-bicyclo[3.3.1]nonan-9-yl)piperidin-4-yl)-3-(hydroxy-imino)indolin-2-one